FC=1C=C(C=CC1)C/C=C/Br (E)-3-(3-fluorophenyl)-propenyl bromide